CC=1OC2=C(C1C(=O)O)C=C(C=C2)OCC2=CC(=CC=C2)OC(F)(F)F 2-methyl-5-((3-(trifluoromethoxy)benzyl)oxy)benzofuran-3-carboxylic acid